O1N=C(C2=C1C=CC=C2)NS(=O)(=O)C2=C(C(=CC=C2)Cl)Cl N-(benzo[d]isoxazol-3-yl)-2,3-dichlorobenzenesulfonamide